ClC=1C=CC(=C(C1)N1C(C2N(C(C1)=O)C(CC2)C(=O)O)=O)[N+](=O)[O-] 2-(5-chloro-2-nitrophenyl)-1,4-dioxo-octahydropyrrolo[1,2-a]pyrazine-6-carboxylic acid